C1=CC=C2C(=C1)C=CC(=O)N2 Ketoquinoline